6-decyne CCCCCC#CCCC